racemic-6-(4-Ethyl-3-(hydroxymethyl)-5-oxo-4,5-dihydro-1H-1,2,4-triazol-1-yl)-2-(3-fluorophenyl)-4-isopropyl-3,4-dihydroisoquinolin-1(2H)-one C(C)N1C(=NN(C1=O)C=1C=C2[C@H](CN(C(C2=CC1)=O)C1=CC(=CC=C1)F)C(C)C)CO |r|